2,4-difluoro-10-phenyl-10H-phenoxazine FC1=CC=2N(C3=CC=CC=C3OC2C(=C1)F)C1=CC=CC=C1